C12C(CC(C=C1)CC2)COC2=CC(=C(C=O)C=C2)C 4-(bicyclo[2.2.2]oct-5-en-2-ylmethoxy)-2-methylbenzaldehyde